(S)-2-amino-3-ethoxypropionic acid N[C@H](C(=O)O)COCC